3-azabicyclo[3.1.0]hexan-3-ium chloride [Cl-].C12C[NH2+]CC2C1